4-Methylene-2,5-cyclohexadien C=C1C=CCC=C1